tripropylammonium 2-bicyclo[2.2.1]hept-2-yl-1,1,2,2-tetrafluoroethanesulfonate C12C(CC(CC1)C2)C(C(S(=O)(=O)[O-])(F)F)(F)F.C(CC)[NH+](CCC)CCC